(2R,4R)-1-(3-chloro-2-fluorobenzyl)-4-((5-fluoro-3-methyl-6-((5-methyl-1H-pyrazol-3-yl)amino)-4-propionylpyridin-2-yl)methyl)-2-methylpiperidine-4-carboxylic acid ClC=1C(=C(CN2[C@@H](C[C@@](CC2)(C(=O)O)CC2=NC(=C(C(=C2C)C(CC)=O)F)NC2=NNC(=C2)C)C)C=CC1)F